Tris(p-tert-butoxyphenyl)sulfonium C(C)(C)(C)OC1=CC=C(C=C1)[S+](C1=CC=C(C=C1)OC(C)(C)C)C1=CC=C(C=C1)OC(C)(C)C